FC1=C(C=CC=C1)S(=NC(C1=CC=C(C=C1)C1=NC(=NO1)C(F)(F)F)=O)(=O)C N-((2-fluorophenyl)(methyl)(oxo)-λ6-sulfanylidene)-4-(3-(trifluoromethyl)-1,2,4-oxadiazol-5-yl)benzamide